oleic acid n-butyl-sulfate sodium salt [Na+].C(CCC)OS(=O)(=O)[O-].C(CCCCCCC\C=C/CCCCCCCC)(=O)O